O=C1CC2(C1)CCN(CC2)C(=O)OC(C)(C)C tertbutyl 2-oxo-7-azaspiro[3.5]nonane-7-carboxylate